methyl-3-(2-fluoroethyl)bicyclo[1.1.1]pentane-1-carboxylate COC(=O)C12CC(C1)(C2)CCF